IC1=CC=C(C=C1)N(C(C1=CC(=CC=C1)C)=O)OC N-(4-iodophenyl)-N-methoxy-3-methylbenzamide